IC1=C(C(=CC(=C1)C(C(F)(F)F)(C(F)(F)F)F)OC(F)(F)F)NC(C1=C(C(=CC=C1)N(C(=O)C=1C=NC(=CC1)F)OC(=O)C1CC1)F)=O N-(2-iodo-4-(perfluoropropan-2-yl)-6-(trifluoromethoxy)phenyl)-2-fluoro-3-(((cyclopropanecarbonyl)oxy)(6-fluoropyridine-3-carbonyl)amino)benzamide